N-[[3-(difluoromethanesulfonamido)phenyl]methyl]-2-(6-ethoxypyrazin-2-yl)-1,3-thiazole-5-carboxamide FC(S(=O)(=O)NC=1C=C(C=CC1)CNC(=O)C1=CN=C(S1)C1=NC(=CN=C1)OCC)F